1-hydroxylcyclohexyl-benzophenone OC1(CCCCC1)C1=C(C(=O)C2=CC=CC=C2)C=CC=C1